CN1C(N(CC1)C1CC2CN(C1CC2)C=2N=NC(=C(N2)NC2=CC=C(C=C2)C2CCNCC2)C(=O)N)=O 3-(6-(3-methyl-2-oxoimidazolin-1-yl)-2-azabicyclo[2.2.2]octan-2-yl)-5-((4-(piperidin-4-yl)phenyl)amino)-1,2,4-triazin-6-carboxamide